tert-butyl 1-((6-(1H-pyrazol-1-yl) pyridin-3-yl) carbamoyl)-6-azaspiro[2.5]octane-6-carboxylate N1(N=CC=C1)C1=CC=C(C=N1)NC(=O)C1CC12CCN(CC2)C(=O)OC(C)(C)C